CO[C@@H]1[C@H](O[C@H]([C@@H]1O)N2C=NC3=C2N=C(NC3=O)N)CO 3'-O-methylguanosine